N,N'-dimethyl-N-ethylbenzamidine CN(C(C1=CC=CC=C1)=NC)CC